5-[(2R)-4-fluoro-6-hydroxy-2-({[2-(2,6,6-trimethylcyclohex-1-en-1-yl)ethyl]amino}methyl)-2,3-dihydro-1-benzofuran-5-yl]-1λ6,2,5-thiadiazolidine-1,1,3-trione FC1=C(C(=CC2=C1C[C@@H](O2)CNCCC2=C(CCCC2(C)C)C)O)N2CC(NS2(=O)=O)=O